BrC1=C(C=CC=C1)C[C@H]1NC(OC1)=O (4R)-4-[(2-bromophenyl)methyl]oxazolidin-2-one